OCCN1CCN(CC1)CCCCCCOC1=CC=C2C=C(C(OC2=C1)=NO)C(C)=O 7-[6-(4-hydroxyethyl-1-piperazinyl)hexyloxy]-3-acetylcoumarin oxime